ClC1=CC=C(C=C1)C1=CC(=NN1CC1=C(C=CC=C1)Cl)COC(C(=O)O)(C)C 2-[[5-(4-Chlorophenyl)-1-[(2-chlorophenyl)methyl]pyrazol-3-yl]methoxy]-2-methyl-propanoic acid